FC1=C(C(=CC=C1)F)CN1C=NN(C1=O)C1=CC=C(C=C1)CN1N=C(C=C1C)N1CC(C1)(C)NC(OC(C)(C)C)=O tert-butyl N-[1-[1-[[4-[4-[(2,6-difluorophenyl)methyl]-5-oxo-1,2,4-triazol-1-yl]phenyl]methyl]-5-methyl-pyrazol-3-yl]-3-methyl-azetidin-3-yl]carbamate